tert-butyl 4-((diphenylmethylene)amino-15N)piperidine-1-carboxylate C1(=CC=CC=C1)C(C1=CC=CC=C1)=[15N]C1CCN(CC1)C(=O)OC(C)(C)C